2-methyl-5,11-dioxo-6,12-bis(phenoxycarbonyloxy)naphthonaphthalene CC=1C=CC2=C3C(C(C(=C2C1)OC(=O)OC1=CC=CC=C1)=O)=C1C=CC=CC1=C(C3=O)OC(=O)OC3=CC=CC=C3